(R)-4-(4-((1-(3-(difluoro(1-methylazetidin-3-yl)methyl)phenyl)ethyl)amino)-7-methoxy-2-methylpyrido[2,3-d]pyrimidin-6-yl)thiomorpholine 1,1-dioxide FC(C=1C=C(C=CC1)[C@@H](C)NC=1C2=C(N=C(N1)C)N=C(C(=C2)N2CCS(CC2)(=O)=O)OC)(C2CN(C2)C)F